N(=[N+]=[N-])CCOCCOCCOCCOCCOC1=CC=C(C2=CC=CC=C12)C1=CC=C(C=C1)[C@H](CC(=O)O)NC(=O)[C@@H]1N(CCC1)C(CCCNC1=NC=CC(=C1)C)=O (S)-3-(4-(4-((14-azido-3,6,9,12-tetraoxatetradecyl)oxy)naphthalen-1-yl)phenyl)-3-((R)-1-(4-((4-methylpyridin-2-yl)amino)butanoyl)pyrrolidine-2-carboxamido)propanoic acid